(S)-3-chloro-N-(1-(1-(5-(((dimethyl(oxo)-λ6-sulfaneylidene)amino)methyl)pyridin-2-yl)-1H-1,2,4-triazol-5-yl)ethyl)-5-(trifluoromethyl)benzamide ClC=1C=C(C(=O)N[C@@H](C)C2=NC=NN2C2=NC=C(C=C2)CN=S(=O)(C)C)C=C(C1)C(F)(F)F